FC(C1=CC=C(C=C1)S(=O)(=O)N1CCC=2C1=CN=CC2C2=CC=C(C#N)C=C2)(F)F 4-(1-((4-(Trifluoromethyl)phenyl)sulfonyl)-2,3-dihydro-1H-pyrrolo[2,3-c]pyridin-4-yl)benzonitrile